Heptadecan-9-yl 8-((3-((2-hydroxy-3,4-dioxocyclobut-1-en-1-yl)amino)propyl)(8-oxo-8-(undecan-3-yloxy)octyl)amino)octanoate Undecan-3-yl-8-bromooctanoate CCC(CCCCCCCC)OC(CCCCCCCBr)=O.OC1=C(C(C1=O)=O)NCCCN(CCCCCCCC(=O)OC(CCCCCCCC)CCCCCCCC)CCCCCCCC(OC(CC)CCCCCCCC)=O